C1(CC1)C1=C(C=C2CCCNC2=C1)C=1C=NN(C1)C 7-cyclopropyl-6-(1-methylpyrazol-4-yl)-1,2,3,4-tetrahydroquinoline